CNC(=O)C1CCC(CC1)NC1=NC=C(C(=N1)C1=CN=C2N1C=C(C=C2)C2=CC=CC=C2)C (1r,4r)-N-Methyl-4-((5-methyl-4-(6-phenyl-imidazo[1,2-a]pyridin-3-yl)pyrimidin-2-yl)amino)cyclohexane-1-carboxamide